fluoro-3-iodoimidazo[1,2-a]pyridine FC=1N=C2N(C=CC=C2)C1I